trichlorobisphenol A CC(C)(C1=CC(=C(C=C1)O)Cl)C2=CC(=C(C=C2)O)Cl